6-[3-(1-cyclobutylpyrazol-4-yl)-7,8-dihydro-5H-1,6-naphthyridin-6-yl]-5-methyl-pyridine C1(CCC1)N1N=CC(=C1)C=1C=NC=2CCN(CC2C1)C1=C(C=CC=N1)C